6-chloro-5-(4-fluorobenzyl)nicotinic acid methyl ester COC(C1=CN=C(C(=C1)CC1=CC=C(C=C1)F)Cl)=O